FC1=CC=C2[C@@H](N3C(C2=C1)=CN=C3)C3C(C=1C=CC=NC1CC3)O 6-((S)-8-fluoro-5H-imidazo[5,1-a]isoindol-5-yl)-5,6,7,8-tetrahydroquinolin-5-ol